2-methyl-N-(thiazol-4-yl)pyridine-3-sulfonamide formate salt C(=O)O.CC1=NC=CC=C1S(=O)(=O)NC=1N=CSC1